N-(5-bromo-4-(2-(4-chlorophenyl)but-3-yn-2-yl)thiazol-2-yl)acetamide BrC1=C(N=C(S1)NC(C)=O)C(C)(C#C)C1=CC=C(C=C1)Cl